ClC=1SC=C(N1)S(=O)(=O)Cl 2-chloro-1,3-thiazole-4-sulfonyl chloride